N1=C(C=CC=C1)C1=NC=CC=C1C1=NC=CC=C1.N1=C(C=CC=C1)C1=NC=CC=C1C1=NC=CC=C1.[Co+2] cobalt(II) bis(terpyridine)